2'-Methoxy-N-(1-(2-(2-methoxyethoxy)ethyl)-3-(pyridin-2-yl)-1H-pyrazol-4-yl)-[2,4'-bipyridin] COC1=NC=CC(=C1)C=1N(CC=CC1)C=1C(=NN(C1)CCOCCOC)C1=NC=CC=C1